CC(C(=O)OCC1=C(C(=C(C(=C1F)F)COC(C(=C)C)=O)F)F)=C [2,3,5,6-Tetrafluoro-4-(2-methylprop-2-enoyloxymethyl)phenyl]methyl 2-methylprop-2-enoate